N1N=CC2=CC(=CC=C12)OC1=NC(=NC=C1)C1=CC=C2C=C(NC2=C1)C(=O)NC1=CN=NC=C1 6-(4-((1H-indazol-5-yl)oxy)pyrimidin-2-yl)N-(pyridazin-4-yl)-1H-indole-2-carboxamide